FC=1C=C(C=C(C1)F)/C(=C/C(=O)OCC)/C ethyl (E)-3-(3,5-difluorophenyl)but-2-enoate